C1(CC1)C1=NN(C=N1)C1CC2(CN(C2)C(=O)N2CC3(C2)CC(C3)OC3=C(C=CC(=C3)F)F)C1 (6-(3-cyclopropyl-1H-1,2,4-triazol-1-yl)-2-azaspiro[3.3]heptan-2-yl)(6-(2,5-difluorophenoxy)-2-azaspiro[3.3]heptan-2-yl)methanone